FC1=C(OCSCC2=CNC(O2)=S)C=C(C=C1)F 5-[(2,5-difluorophenoxymethylthio)methyl]oxazole-2(3H)-thione